3-(3-methylphenyl)thio-1H-1,2,4-triazole CC=1C=C(C=CC1)SC1=NNC=N1